4-(1H-imidazol-1-yl)-N-((1r,3r)-3-(2-methoxyethoxy)cyclobutyl)pyrimidine-2-carboxamide N1(C=NC=C1)C1=NC(=NC=C1)C(=O)NC1CC(C1)OCCOC